F[C@H]1[C@H]2CC[C@@H](C[C@@H]1OC1=CN=C(N=N1)C=1C=C3C=CN=CC3=CC1O)N2 6-(6-(((1R,2S,3S,5S)-2-fluoro-8-azabicyclo[3.2.1]octan-3-yl)oxy)-1,2,4-triazin-3-yl)isoquinolin-7-ol